N,N'-bis(salicylidene)-(±)-trans-1,2-diaminocyclohexane C(C=1C(O)=CC=CC1)=N[C@H]1[C@@H](CCCC1)N=CC=1C(O)=CC=CC1 |r|